1,4,4-trimethyl-L-prolinamide CN1[C@@H](CC(C1)(C)C)C(=O)N